S(N)(=O)(=O)C1=NC=CC=C1 2-sulfamoylpyridin